2-[6-(benzylsulfanyl)-2-bromophenyl]ethyl acetate C(C)(=O)OCCC1=C(C=CC=C1SCC1=CC=CC=C1)Br